Methyl 3-(trifluoromethyl)-5,6-dihydroimidazo[2,1-a]isoquinoline-8-carboxylate FC(C1=CN=C2N1CCC1=CC(=CC=C21)C(=O)OC)(F)F